FC1C(N(CC1F)C1=CC=CC=C1)C=O 3,4-difluoro-1-phenyl-2-pyrrolidinecarboxaldehyde